4-methoxy-N-[(1r,3s)-3-{[3-(trifluoromethyl)quinolin-4-yl]amino}cyclohexyl]benzamide COC1=CC=C(C(=O)N[C@H]2C[C@H](CCC2)NC2=C(C=NC3=CC=CC=C23)C(F)(F)F)C=C1